6-(3-Hydroxy-3-methylcyclobutoxy)-2,2-dimethyl-N-(6-(1-methyl-1H-pyrazol-4-yl)pyridin-2-yl)-2,3-dihydrofuro[2,3-b]pyridine-5-carboxamide OC1(CC(C1)OC1=C(C=C2C(=N1)OC(C2)(C)C)C(=O)NC2=NC(=CC=C2)C=2C=NN(C2)C)C